C(#N)C=1C=C(C=CC1F)NC(=O)N1CC=2C(=NN3C2C(CC[C@@](C3)(O)C#C)(F)F)CC1 |o1:22| (R*)-N-(3-Cyano-4-fluorophenyl)-8-ethynyl-11,11-difluoro-8-hydroxy-3,4,8,9,10,11-hexahydro-1H-pyrido[4',3':3,4]pyrazolo[1,5-a]azepine-2(7H)-carboxamide